N[C@@H]1C=2C=CC=C(C2CC12CCNCC2)O (S)-1-amino-1,3-dihydrospiro[inden-2,4'-piperidin]-4-ol